(1R,2R)-2-(4-cyanophenyl)-2-(3-fluorophenyl)-1-((R)-1-(5-hydroxy-4-oxo-1-((2-(trimethylsilyl)ethoxy)methyl)-1,4-dihydropyridazine-3-carbonyl)pyrrolidin-2-yl)ethyl methanesulfonate CS(=O)(=O)O[C@H]([C@@H](C1=CC(=CC=C1)F)C1=CC=C(C=C1)C#N)[C@@H]1N(CCC1)C(=O)C1=NN(C=C(C1=O)O)COCC[Si](C)(C)C